F[C@H]1CN(CC[C@H]1NC1=CC=CC=2N1N=C(C2C=C)C#CCNC2=C(C=C(C(=O)N)C=C2)OC)C 4-((3-(7-(((3S,4R)-3-fluoro-1-methylpiperidin-4-yl)amino)-3-vinylpyrazolo[1,5-a]pyridin-2-yl)prop-2-yn-1-yl)amino)-3-methoxybenzamide